4-acetamido-2,2,6,6-tetramethylpiperidine C(C)(=O)NC1CC(NC(C1)(C)C)(C)C